1-(3-methoxy-4-(methylsulfinyl)phenyl)ethan-1-amine COC=1C=C(C=CC1S(=O)C)C(C)N